N[C@H]1C[C@H](N(CC1)C(=O)N1CC2(CCCC2)C(CC1)CN1C=NC(=CC1=O)C1(CC1)C)C1=CC=CC=C1 3-((7-((2S,4R)-4-amino-2-phenylpiperidine-1-carbonyl)-7-azaspiro[4.5]dec-10-yl)methyl)-6-(1-methylcyclopropyl)pyrimidin-4(3H)-one